N1(C=NC=C1)CC1=CC(=C2CCN(C(C2=C1)=O)C1=CC=NC2=C(N=C(C=C12)CC)OCCOC)C=1C(=NN(C1)C)C(F)(F)F 7-((1H-imidazol-1-yl)methyl)-2-(6-ethyl-8-(2-methoxyethoxy)-1,7-naphthyridin-4-yl)-5-(1-methyl-3-(trifluoromethyl)-1H-pyrazol-4-yl)-3,4-dihydroisoquinolin-1(2H)-one